CN1C=CC=2C1=NC=C(C2C)C(=O)O 1,4-dimethylpyrrolo[2,3-b]pyridine-5-carboxylic acid